Cl.FC(C1=CC=C(C=N1)OCC1CC2(C1)CCNCC2)(F)F 2-(((6-(trifluoromethyl)pyridin-3-yl)oxy)methyl)-7-azaspiro[3.5]nonane hydrochloride